C(C(=C)C)(=O)OCCC[Si](C)(Cl)Cl 3-methacryloxypropyl-dichloro-methylsilane